(E)-5-(5-fluoro-2-(triethylsiloxy)styryl)-1,3-benzenediol FC=1C=CC(=C(/C=C/C=2C=C(C=C(C2)O)O)C1)O[Si](CC)(CC)CC